FC(CCN1N=CC(=C1)C=1C(=NC(=CC1)C)C1=CC=C2C=C(N=NC2=C1)OC)(C)C 7-{3-[1-(3-fluoro-3-methylbutyl)-1H-pyrazol-4-yl]-6-methylpyridin-2-yl}-3-methoxycinnoline